C(C)(C)(C)OC(=O)NCCOC1=CC=C(C(=O)O)C=C1 4-(2-((tert-butoxycarbonyl)amino)ethoxy)benzoic acid